(cis)-methyl 1-isobutyl-2-(trifluoromethyl)piperidine-4-carboxylate C(C(C)C)N1[C@H](C[C@H](CC1)C(=O)OC)C(F)(F)F